C(C)C(CN(C(COCC(=O)O)=O)CC(CCCC)CC)CCCC N,N-di(2-ethylhexyl)diglycolamic acid